(2S)-4-(2-Chloro-6-((6-fluoro-1-(methoxycarbonyl)-5-methyl-1,2,3,4-tetrahydronaphthalen-1-yl)methyl)-5-Nitropyrimidin-4-yl)-2-(cyanomethyl)piperazine-1-carboxylate ClC1=NC(=C(C(=N1)N1C[C@@H](N(CC1)C(=O)[O-])CC#N)[N+](=O)[O-])CC1(CCCC2=C(C(=CC=C12)F)C)C(=O)OC